3-(Boc-amino)propanal 3-[(Z)-(2-methoxycarbonyl-1-ethenyl)]-2,2-dimethylcyclopropanecarboxylate COC(=O)\C=C/C1C(C1C(=O)O)(C)C.C(=O)(OC(C)(C)C)NCCC=O